[C@H]12COC[C@H](CC(C1)OC=1C(=CC(=NC1)C)C1=CC=3N(C=C1)N=C(C3)NC3=NC=C(C(=O)NC)C=C3)N2 6-((5-(5-(((1R,5S,7s)-3-oxa-9-azabicyclo[3.3.1]nonan-7-yl)oxy)-2-methylpyridin-4-yl)pyrazolo[1,5-a]pyridin-2-yl)amino)-N-methylnicotinamide